C(#N)C=1C(=C(C(N(C1C)C1=CC=C(C=C1)F)=O)C(=O)O)C 5-cyano-1-(4-fluorophenyl)-4,6-dimethyl-2-oxo-1,2-dihydropyridine-3-carboxylic acid